(2-Fluoro-4-(1-((6-fluoro-2-methyl-2H-indazol-5-yl)methyl)-1H-[1,2,3]triazolo[4,5-b]pyrazin-6-yl)phenyl)dimethylphosphine oxide FC1=C(C=CC(=C1)C1=CN=C2C(=N1)N(N=N2)CC2=CC1=CN(N=C1C=C2F)C)P(C)(C)=O